1,4-di(2-bromoacetyl)benzene BrCC(=O)C1=CC=C(C=C1)C(CBr)=O